3-(4-(2,5-Diazabicyclo[2.2.2]octan-2-yl)-8-fluoro-2-(((2S,7aR)-2-fluorotetrahydro-1H-pyrrolizin-7a(5H)-yl)methoxy-d2)pyrido[4,3-d]pyrimidin-7-yl)-4-cyclobutyl-5-fluorophenol C12N(CC(NC1)CC2)C=2C1=C(N=C(N2)OC([2H])([2H])[C@@]23CCCN3C[C@H](C2)F)C(=C(N=C1)C=1C=C(C=C(C1C1CCC1)F)O)F